N-(2-Chloro-4-cyano-6-methylphenyl)-3-(4-cyano-3-(trifluoromethyl)phenyl)-2-(trifluoromethyl)oxazolidin-5-carboxamid ClC1=C(C(=CC(=C1)C#N)C)NC(=O)C1CN(C(O1)C(F)(F)F)C1=CC(=C(C=C1)C#N)C(F)(F)F